di(2-mercaptoethyl)ether SCCOCCS